FCCCCS(=O)(=O)OCCCCCCCCCCCCCCCCCCCCCCCC tetracosanyl monofluorobutyl-sulfonate